6-chloro-5-(methylamino)-3-[(1-methyl-2,2-dioxo-3H-2,1-benzothiazol-5-yl)amino]pyrazine-2-carboxamide ClC1=C(N=C(C(=N1)C(=O)N)NC=1C=CC2=C(CS(N2C)(=O)=O)C1)NC